di(tridecan-7-yl) 10-((3-(4-methylpiperazin-1-yl)propyl)(3-(2-(nonanoyloxy)ethoxy)-3-oxopropyl)amino)nonadecanedioate CN1CCN(CC1)CCCN(C(CCCCCCCCC(=O)OC(CCCCCC)CCCCCC)CCCCCCCCC(=O)OC(CCCCCC)CCCCCC)CCC(=O)OCCOC(CCCCCCCC)=O